C(C)(C)(C)OC(NC1CCN(CC1)C=1C(=NC=CC1C(F)F)OC)=O (4'-Difluoromethyl-2'-methoxy-3,4,5,6-tetrahydro-2H-[1,3']bipyridinyl-4-yl)-carbamic acid tert-butyl ester